COC=1C=CC(=NC1OC)NC(=O)C1CN(C1)C1=C(C=C2C(C(=CN(C2=N1)C=1SC=CN1)C(=O)O)=O)F 7-{3-[(5,6-Dimethoxypyridin-2-yl)carbamoyl]azetidin-1-yl}-6-fluoro-4-oxo-1-(1,3-thiazol-2-yl)-1,4-dihydro-1,8-naphthyridine-3-carboxylic acid